4-amino-N-((5-cyano-2-pyridinyl)methyl)-N-(cyclopropylmethyl)-1,3-dihydrofuro[3,4-c][1,7]naphthyridine-8-carboxamide NC1=NC=2C=NC(=CC2C2=C1COC2)C(=O)N(CC2CC2)CC2=NC=C(C=C2)C#N